5-[1-(2-Ethoxy-ethyl)-1H-pyrazol-4-ylamino]-2H-pyrazol C(C)OCCN1N=CC(=C1)NC=1C=CNN1